C(C)(C)(C)OC(=O)N[C@H](C(=O)O)C1CCC(CC1)C(F)(F)F (2S)-2-(tert-butoxycarbonyl-amino)-2-[4-(trifluoromethyl)cyclohexyl]acetic acid